(R)-5-(azetidin-3-yloxy)-2-methyl-N-(1-(3-(5-(morpholinomethyl)thiophen-2-yl)phenyl)ethyl)benzamide N1CC(C1)OC=1C=CC(=C(C(=O)N[C@H](C)C2=CC(=CC=C2)C=2SC(=CC2)CN2CCOCC2)C1)C